C1(=CC=C(C=C1)C(=O)OC)C methyl p-toluoate